N7-cyclopentyl-5,6,8-trifluoro-2-methylquinazoline-4,7-diamine C1(CCCC1)NC1=C(C(=C2C(=NC(=NC2=C1F)C)N)F)F